CN(C/C=C/C(=O)O)C (E)-4-(dimethylamino)-2-butenoic acid